2,2'-Dimethylbiphenyl-amine hydrochloride Cl.CC1(C(=CC=CC1)C1=C(C=CC=C1)C)N